[1,1'-biphenyl]-3,3'-diamine C1(=CC(=CC=C1)N)C1=CC(=CC=C1)N